FC=1C=C(C=C(C1OC)F)NC(=O)C1CCC(CC1)N1C(C2=CC=CC(=C2C1)C)=O (1s,4s)-N-(3,5-Difluoro-4-methoxyphenyl)-4-(4-methyl-1-oxoisoindolin-2-yl)cyclohexanecarboxamide